FC1=CC=C2C=C(N=CC2=C1NC(OC(C)(C)C)=O)NC1=NN2CC(N(CCC2=C1)C(C)C)=O tert-butyl (7-fluoro-3-((6-isopropyl-7-oxo-5,6,7,8-tetrahydro-4H-pyrazolo[1,5-d][1,4]diazepin-2-yl)amino)isoquinolin-8-yl)carbamate